BrC1=CC2=C(C(=N1)NC=1C(=C(C(=C(C(=O)NC)C1)Cl)F)F)N(C=N2)C(C)C 5-((6-bromo-3-isopropyl-3H-imidazo[4,5-c]pyridin-4-yl)amino)-2-chloro-3,4-difluoro-N-methylbenzamide